NC[C@@H](C(=O)N1CCN([C@H]2C[C@@H]12)C=1C2=C(N=CN1)NC(C[C@H]2C)=O)C2=CC=C(C=C2)Cl (R)-4-((1S,6R)-5-((S)-3-amino-2-(4-chlorophenyl)propionyl)-2,5-diazabicyclo[4.1.0]hept-2-yl)-5-methyl-5,8-dihydropyrido[2,3-d]pyrimidin-7(6H)-one